1-(3-chloro-4-fluorophenyl)-3-methyl-1H-pyrazol-5-ol ClC=1C=C(C=CC1F)N1N=C(C=C1O)C